C(C)(C)(C)OC(=O)N1CCN(CC1)C1=NC=C(C=C1)C1C(NC(CC1)=O)=O.C(CCCCCCC)(=O)N1CCCC1 N-octanoyl-pyrrolidine tert-butyl-4-[5-(2,6-dioxopiperidin-3-yl)pyridin-2-yl]piperazine-1-carboxylate